(4Z)-4-(1,3-benzothiazol-6-ylmethylene)-2-[[6-(4-methylpiperazin-1-yl)-3-pyridinyl]amino]-1H-imidazol-5-one S1C=NC2=C1C=C(C=C2)\C=C\2/N=C(NC2=O)NC=2C=NC(=CC2)N2CCN(CC2)C